2-ethylbutyl (2S)-2-[[[(2R,3R,4R,5R)-5-(4-aminopyrrolo[2,1-f][1,2,4]triazin-7-yl)-5-cyano-3,4-di(propanoyloxy)tetrahydrofuran-2-yl]methoxy-(1-naphthyloxy)phosphoryl]amino]propanoate NC1=NC=NN2C1=CC=C2[C@]2([C@@H]([C@@H]([C@H](O2)COP(=O)(OC2=CC=CC1=CC=CC=C21)N[C@H](C(=O)OCC(CC)CC)C)OC(CC)=O)OC(CC)=O)C#N